phenyl-isatoic anhydride C1(=CC=CC=C1)N1C=2C(C(=O)OC1=O)=CC=CC2